1-(1-D-glucosylhexan-2-yl)-4-(1-D-glucosylhexan-2-yl)-1H-1,2,3-triazole C1([C@H](O)[C@@H](O)[C@H](O)[C@H](O1)CO)CC(CCCC)N1N=NC(=C1)C(CC1[C@H](O)[C@@H](O)[C@H](O)[C@H](O1)CO)CCCC